C(CC)ON1CC(CCC1)C (3-methylpiperidinyl) propyl ether